2-(4-cyanophenoxy)-N-(4-(2-(dimethylamino)pyrimidin-5-yl)phenyl)-2-methylpropanamide C(#N)C1=CC=C(OC(C(=O)NC2=CC=C(C=C2)C=2C=NC(=NC2)N(C)C)(C)C)C=C1